Methyl 1-(6-bromo-7-fluoro-3-nitroquinolin-4-yl)-3-(4-chlorophenyl)cyclobutane-1-carboxylate BrC=1C=C2C(=C(C=NC2=CC1F)[N+](=O)[O-])C1(CC(C1)C1=CC=C(C=C1)Cl)C(=O)OC